(2-methylbenzo[d]thiazol-6-yl)methyl 4-(6-(1-methyl-1H-pyrazol-4-yl)pyrazolo[1,5-a]pyridin-3-yl)piperazine-1-carboxylate CN1N=CC(=C1)C=1C=CC=2N(C1)N=CC2N2CCN(CC2)C(=O)OCC2=CC1=C(N=C(S1)C)C=C2